2-(adamantyl)-2-(2-t-Butoxycarbonylhydrazino)propionic acid C12(CC3CC(CC(C1)C3)C2)C(C(=O)O)(C)NNC(=O)OC(C)(C)C